4-chloro-5-((5-methoxypyridin-2-yl)ethynyl)-1H-pyrrolo[2,3-b]pyridine ClC1=C2C(=NC=C1C#CC1=NC=C(C=C1)OC)NC=C2